(S)-(7-(3,4-dimethoxy-phenyl)pyrazolo[1,5-a]pyrimidin-2-yl)(4-(isoxazole-3-carbonyl)-3-methylpiperazin-1-yl)methanone COC=1C=C(C=CC1OC)C1=CC=NC=2N1N=C(C2)C(=O)N2C[C@@H](N(CC2)C(=O)C2=NOC=C2)C